D-lactulose C([C@@H]1[C@@H]([C@@H]([C@H]([C@@H](O1)O[C@@H]2[C@H](O[C@@]([C@H]2O)(CO)O)CO)O)O)O)O